4-Chloro-6-(cyclopropyloxy)-3-fluoro-2-(4-iodo-2-(tridecylmethyl)pyrazol-3-yl)benzene-1-carbonitrile ClC1=C(C(=C(C(=C1)OC1CC1)C#N)C=1N(N=CC1I)CCCCCCCCCCCCCC)F